C1(CCCCC1)P(C1=C(C=CC=C1)C1=C(C=C(C=C1C(C)C)C(C)C)C(C)C)C1CCCCC1 2-(Dicyclohexylphosphino)-2',4',6'-triisopropyl-1,1'-biphenyl